C1(CC1)N1N=CC(=C1)[C@H]1CN(CCO1)C=1N=C(C2=C(N1)N=C(C=C2)C)[C@@H]2CC[C@H](CC2)C(F)(F)F 2-((2S)-2-(1-cyclopropyl-1H-pyrazol-4-yl)-4-morpholinyl)-7-methyl-4-(trans-4-(trifluoromethyl)cyclohexyl)pyrido[2,3-d]pyrimidine